CC1=CC=C(C=C1)[I+]C1=CC=C(C=C1)C di-(4-methylphenyl)iodonium